2-fluoro-6-azaspiro[2.5]octane-6-carboxylic acid tert-butyl ester C(C)(C)(C)OC(=O)N1CCC2(C(C2)F)CC1